3-(2-pyridyl)-1,2,4-oxadiazole N1=C(C=CC=C1)C1=NOC=N1